3-[4-[5-chloro-3-(2,5-difluorobenzenesulfonylamino)-2-fluorophenyl]-5-(2-chloropyrimidin-4-yl)-thiazol-2-yl]-morpholine-4-carboxylic acid tert-butyl ester C(C)(C)(C)OC(=O)N1C(COCC1)C=1SC(=C(N1)C1=C(C(=CC(=C1)Cl)NS(=O)(=O)C1=C(C=CC(=C1)F)F)F)C1=NC(=NC=C1)Cl